N[C@@H]1[C@H]([C@@H]2CC[C@H](C1)N2C(=O)OC(C)(C)C)F |r| rac-tert-Butyl (1S,2R,3S,5R)-3-amino-2-fluoro-8-azabicyclo[3.2.1]octane-8-carboxylate